ClC=1C=C(C=NC1N1N=CC=N1)NC(=O)C=1C=NN(C1C(F)(F)F)C1=C(C=C(C=C1)C#N)C N-(5-chloro-6-(2H-1,2,3-triazol-2-yl)pyridin-3-yl)-1-(4-cyano-2-methylphenyl)-5-(trisFluoromethyl)-1H-pyrazole-4-carboxamide